C1(CC1)C1=NC=NC(=C1C1=NC=2N(CCN(C2C=N1)CC(F)(F)F)CC1=CC=C(C=C1)C=1N(C=C(N1)C(F)(F)F)C)OC 2-(4-Cyclopropyl-6-methoxypyrimidin-5-yl)-8-(4-(1-methyl-4-(trifluoromethyl)-1H-imidazole-2-yl)benzyl)-5-(2,2,2-trifluoroethyl)-5,6,7,8-tetrahydropteridine